C(CC(O)(C(=O)[O-])CC(=O)[O-])(=O)[O-].[K+].[K+].[K+] potassium citrate